NC=1C=C(C(=NC1)C#N)SC 5-amino-3-(methylthio)pyridinecarbonitrile